C(#N)C1=C(SC2=C1C(=NC=C2F)C=2C1=C(C=3C=NC(=NC3C2F)N2C[C@@H](CC2)N2[C@@H](CCC2)COC)COC1)NC(OC(C)(C)C)=O tert-Butyl (3-cyano-7-fluoro-4-(5-fluoro-3-((2S,3'R)-2-(methoxymethyl)-[1,3'-bipyrrolidin]-1'-yl)-7,9-dihydrofuro[3,4-f]quinazolin-6-yl)thieno[3,2-c]pyridin-2-yl)carbamate